Cl.C(C)(C)(C)OCCN 2-tert-butoxyethanamine hydrochloride